4-(6-(4-Benzylpiperazin-1-yl)pyridin-3-yl)-6-(oxetan-3-ylmethoxy)pyrazolo[1,5-a]pyridine-3-carbonitrile C(C1=CC=CC=C1)N1CCN(CC1)C1=CC=C(C=N1)C=1C=2N(C=C(C1)OCC1COC1)N=CC2C#N